(S)-N,N-diethyl-1-(2-((S)-1-phenylethylamino)pyrimidin-4-yl)pyrrolidine-2-carboxamide C(C)N(C(=O)[C@H]1N(CCC1)C1=NC(=NC=C1)N[C@@H](C)C1=CC=CC=C1)CC